4-((3-(7-(((3S,4R)-3-fluoro-1-methylpiperidin-4-yl)amino)-3-(prop-1-en-2-yl)-2H-indazol-2-yl)prop-2-yn-1-yl)amino)-3-methoxy-N-methylbenzamide F[C@H]1CN(CC[C@H]1NC1=CC=CC2=C(N(N=C12)C#CCNC1=C(C=C(C(=O)NC)C=C1)OC)C(=C)C)C